CC1(CC(=CC=2[O+]=C3C=C(C=CC3=CC12)OCCCCCC(=O)O)N(C1=CC=CC=C1)C)C 6-[[8,8-Dimethyl-6-(N-methylanilino)-7H-xanthene-10-ium-3-yl]oxy]hexanoic acid